ClC1=CC(=C(C=C1)NCC(=O)N(CCS(=O)(=O)C1=C(C(=C(C(=C1OC(F)(F)F)F)F)F)F)C)OC 2-((4-chloro-2-methoxyphenyl)amino)-N-methyl-N-(2-((2,3,4,5-tetrafluoro-6-(trifluoromethoxy)phenyl)sulfonyl)ethyl)acetamide